FC=1C=C2C(=C(C=NC2=CC1)C(=O)N1CCN(CC1)S(=O)(=O)C)N1CCC(CC1)(C#N)C 1-(6-Fluoro-3-(4-(methylsulfonyl)piperazine-1-carbonyl)quinolin-4-yl)-4-methylpiperidine-4-carbonitrile